NC1=NC=CC(=C1F)CC=1C(=C(C(=C(C(=O)N)C1)NC1=C(C=C(C=C1)SC)F)F)F 5-[(2-amino-3-fluoropyridin-4-yl)methyl]-3,4-difluoro-2-(2-fluoro-4-methylsulfanyl-anilino)benzamide